[Br-].[Br-].C(C)N(C1=CC=C(C=C1)C=CC=CC1=CC=[NH+]C=C1)CC.C(C)N(CC)C1=CC=C(C=C1)C=CC=CC1=CC=[NH+]C=C1 4-(4-(4-(diethylamino)phenyl)butadienyl)pyridinium dibromide